1-(7-(1-(4-Chlorobenzyl)piperidin-3-yl)-2-methylpyrazolo[1,5-a]pyrimidin-3-yl)-N-((1-(methylsulfonyl)piperidin-4-yl)methyl)methanamine ClC1=CC=C(CN2CC(CCC2)C2=CC=NC=3N2N=C(C3CNCC3CCN(CC3)S(=O)(=O)C)C)C=C1